3-[6-[4-(bromomethyl)phenoxy]-1-methyl-indazol-3-yl]piperidine-2,6-dione BrCC1=CC=C(OC2=CC=C3C(=NN(C3=C2)C)C2C(NC(CC2)=O)=O)C=C1